FC1(CCN(CC1)C1=NC2=CC(=C(C=C2C(=N1)NC1CNCCC1)OC)C#CCN1CCCC1)F 2-(4,4-difluoropiperidin-1-yl)-6-methoxy-N-(piperidin-3-yl)-7-(3-(pyrrolidin-1-yl)prop-1-yn-1-yl)quinazolin-4-amine